C1=C(C=CC2=CC=CC=C12)C1=NN(C=C1/C=C/C(=O)N[C@@H]([C@@H](C)CC)C(=O)O)C1=CC=CC=C1 (E)-(3-(3-(naphthalen-2-yl)-1-phenyl-1H-pyrazol-4-yl)acryloyl)-L-isoleucine